N-[(6-Amino-2-pyridyl)sulfonyl]-6-(2,3-dihydrofuran-4-yl)-2-(2,4,6-trimethylphenoxy)pyridin-3-carboxamid NC1=CC=CC(=N1)S(=O)(=O)NC(=O)C=1C(=NC(=CC1)C=1CCOC1)OC1=C(C=C(C=C1C)C)C